CB1OB(OB(O1)C)C 2,4,6-trimethyl-1,3,5,2,4,6-trioxatriborinane